[Si](C)(C)(C(C)(C)C)OC[C@@H]1[C@@](CCC(C1)=O)(C)[C@@H]1[C@H]([C@@H]2CC[C@@H]([C@]2(CC1)C)CC)CNC(OC(C)(C)C)=O tert-butyl (((1S,3aS,4S,5S,7aR)-5-((R,2S)-2-(((tert-butyldimethylsilyl)oxy)methyl)-1-methyl-4-oxocyclohexyl)-1-ethyl-7a-methyloctahydro-1H-inden-4-yl)methyl)carbamate